5-chloro-2-(pyridin-2-yl)-pyridin-3-yl 3-deoxy-3-[4-(4-methylthiazol-2-yl)-1H-1,2,3-triazol-1-yl]-2-O-methyl-1-thio-alpha-D-galactopyranoside CC=1N=C(SC1)C=1N=NN(C1)[C@@H]1[C@H]([C@@H](SC=2C(=NC=C(C2)Cl)C2=NC=CC=C2)O[C@@H]([C@@H]1O)CO)OC